(6-bromo-1-((3-fluoro-5-(trifluoromethyl)pyridin-2-yl)amino)-1,2,3,4-tetrahydronaphthalen-1-yl)methanol BrC=1C=C2CCCC(C2=CC1)(NC1=NC=C(C=C1F)C(F)(F)F)CO